NC=1N=CC2=C(N1)N(C(C=C2)=O)[C@H]2[C@](CCC2)(C)O 2-amino-8-((1R,2R)-2-hydroxy-2-methylcyclopentyl)pyrido[2,3-d]pyrimidin-7(8H)-one